NC=1NC2=C(N1)C=CC=C2 2-amino-benzimidazole